N,N'-bis-(3-sulfonylpropyl)-4,4'-bipyridine S(=O)(=O)=CCCN1C=CC(C=C1)=C1C=CN(C=C1)CCC=S(=O)=O